C(#N)C1=CC(=CC=2N=C(OC21)C=2C(=C(C=CC2)C2=C(C(=CC=C2)NC(=O)C2=NN1C(C(CCC1)O)=C2)Cl)Cl)CN2C[C@@H](CC2)C(=O)O (3R)-1-((7-cyano-2-(2,2'-dichloro-3'-(4-hydroxy-4,5,6,7-tetrahydropyrazolo[1,5-a]pyridine-2-carboxamido)-[1,1'-biphenyl]-3-yl)benzo[d]oxazol-5-yl)methyl)pyrrolidine-3-carboxylic acid